(2S)-4-(4-fluoro-5-hydroxy-6-methoxy-isoindolin-2-yl)-2-methyl-4-oxobutanoic acid methyl ester COC([C@H](CC(=O)N1CC2=CC(=C(C(=C2C1)F)O)OC)C)=O